(2S,3S)-3-(((benzyloxy)carbonyl)amino)pyrrolidine-1,2-dicarboxylic acid 1-(tert-butyl) ester C(C)(C)(C)OC(=O)N1[C@@H]([C@H](CC1)NC(=O)OCC1=CC=CC=C1)C(=O)O